Cl.COC([C@@H](N)CCSC)=O L-Methionine methyl ester HCl